(R)-cyclopentyl-(phenyl)methanamine hydrochloride Cl.C1(CCCC1)[C@@H](N)C1=CC=CC=C1